C(C)C1=NC(=NO1)C=1C=C2CC[C@@]3(NC(OC3)=O)C2=CC1 (R)-5-(5-ethyl-1,2,4-oxadiazol-3-yl)-2,3-dihydrospiro[indene-1,4'-oxazolidin]-2'-one